ClC=1C(=CC(=C(C1)C1=CC(=NC=C1C(=O)NC=1SC(=NN1)OC)C)OC)[S@](=O)C1CC1 (R)-4-(5-chloro-4-(cyclopropylsulfinyl)-2-methoxyphenyl)-N-(5-methoxy-1,3,4-thiadiazol-2-yl)-6-methylnicotinamide